FC1=C(C=C(C=C1)F)C(CSC1=NN=C(N1)C1=CC=C(C=C1)CC)=O 1-(2,5-difluorophenyl)-2-((5-(4-ethylphenyl)-4H-1,2,4-triazol-3-yl)thio)ethan-1-one